(S)-3-(3-(4-(((benzyloxy)carbonyl)amino)-10-chloro-6-methyl-5-oxo-3,4,5,6-tetrahydrobenzo[b][1,4]diazocine-1(2H)-yl)propoxy)azetidine-1-carboxylic acid tert-butyl ester C(C)(C)(C)OC(=O)N1CC(C1)OCCCN1C2=C(N(C([C@H](CC1)NC(=O)OCC1=CC=CC=C1)=O)C)C=CC=C2Cl